Cl.Cl.NC1=C(C(=NC(=N1)N1CCC2(CC1)OC1=C([C@H]2N)C=CC=C1)C(=O)N)C1=C(C(=CC=C1)Cl)Cl 6-amino-2-((R)-3-amino-3H-spiro[benzofuran-2,4'-piperidine]-1'-yl)-5-(2,3-dichlorophenyl)pyrimidine-4-carboxamide dihydrochloride